C(C)(C)(C)OC(=O)NC1=CN(C2=CC=C(C=C12)O[C@@H]1C[C@H](C1)C=1C=NC(=CC1)C(F)(F)F)C(=O)OC(C)(C)C tert-butyl 3-((tert-butoxycarbonyl)amino)-5-(trans-3-(6-(trifluoromethyl)pyridin-3-yl)cyclobutoxy)-1H-indole-1-carboxylate